N-(4-(2-amino-3-(1-methyl-1H-pyrazol-4-yl)pyridin-4-yloxy)-3-fluorophenyl)-1-isopropyl-2,4-dioxo-1,2,3,4-tetrahydropyrimidine-5-carboxamide NC1=NC=CC(=C1C=1C=NN(C1)C)OC1=C(C=C(C=C1)NC(=O)C=1C(NC(N(C1)C(C)C)=O)=O)F